ClC1=C(C=CC=C1)C(C(C)C=1N(C(C(=C(N1)C(=O)NC=1C=NOC1)OC)=O)C)C1=C(C=CC=C1)C#N 2-(1-(2-chlorophenyl)-1-(2-cyanophenyl)propan-2-yl)-N-(isoxazol-4-yl)-5-methoxy-1-methyl-6-oxo-1,6-dihydropyrimidine-4-carboxamide